O1COCC2=C1C=CC(=C2)C(N2[C@@H]1CN([C@H](C2)C1)C=O)C1=CC2=C(OCOC2)C=C1 (1S,4S)-(5-(bis(4H-benzo[d][1,3]dioxin-6-yl)methyl)-2,5-diazabicyclo[2.2.1]heptan-2-yl)methanone